1-(4-aminobenzyl)-3-(4-(trifluoromethoxy)phenyl)urea NC1=CC=C(CNC(=O)NC2=CC=C(C=C2)OC(F)(F)F)C=C1